2-(1H-benzo[d]imidazol-2-yl)-1-methylpiperidin-4-amine tritosylate S(=O)(=O)(O)C1=CC=C(C)C=C1.S(=O)(=O)(O)C1=CC=C(C)C=C1.S(=O)(=O)(O)C1=CC=C(C)C=C1.N1C(=NC2=C1C=CC=C2)C2N(CCC(C2)N)C